N-(2-hydroxy-2-methyl-propyl)-4-methyl-6-[[5-[2-methyl-4-[[(2R)-1-methylazetidin-2-yl]methoxy]pyrazol-3-yl]pyrazolo[1,5-a]pyridin-2-yl]amino]pyridine-2-carboxamide OC(CNC(=O)C1=NC(=CC(=C1)C)NC1=NN2C(C=C(C=C2)C=2N(N=CC2OC[C@@H]2N(CC2)C)C)=C1)(C)C